3,3,3-Trifluoroprop-1-en-2-yl 3-(3-(4-methoxyphenyl)-1H-indazol-1-yl)-2,2-dimethylpropanoate COC1=CC=C(C=C1)C1=NN(C2=CC=CC=C12)CC(C(=O)OC(=C)C(F)(F)F)(C)C